tert-Butyl 6-fluorobenzofuran-7-carboxylate FC1=C(C2=C(C=CO2)C=C1)C(=O)OC(C)(C)C